N-isobutyl-N-{[4,7,10-tris(carboxymethyl)-1,4,7,10-tetraazacyclododec-1-yl]acetyl}glycine C(C(C)C)N(CC(=O)O)C(CN1CCN(CCN(CCN(CC1)CC(=O)O)CC(=O)O)CC(=O)O)=O